C[C@@H]1N(CCNC1)CCN1CCN(CC1)C(=O)OC(C)(C)C tert-butyl 4-[2-[(2S)-2-methylpiperazin-1-yl]ethyl]piperazine-1-carboxylate